5-methylpyrazolo[1,5-b]pyridazine-3-carboxylic acid potassium salt [K+].CC1=CC=2N(N=C1)N=CC2C(=O)[O-]